CN1CCN(CC1)S(=O)(=O)C=1C=C(C=CC1)C(CC#N)N1N=CC(=C1)C=1C2=C(N=CN1)NC=C2 3-{3-[(4-methylpiperazin-1-yl)-sulfonyl]phenyl}-3-[4-(7H-pyrrolo[2,3-d]pyrimidin-4-yl)-1H-pyrazol-1-yl]propanenitrile